C(C)(=O)OC/C(=N/NC(CC1=CC=CC=C1)=O)/N (Z)-2-Amino-2-(2-(2-phenylacetyl)hydrazono)ethyl acetate